BrCCC(=O)O 3-bromo-propionic acid